ClC=1C=C(C(=O)NC2=CC(=CC=C2)C(=O)C=2C=C3N=CC=NC3=CC2)C=CC1C(F)(F)F 3-chloro-N-(3-(quinoxaline-6-carbonyl)phenyl)-4-(trifluoromethyl)benzamide